FC1=C(C=CC(=C1)F)C=1CCCC2=C(C1C1=CC(=C(C=C1)C=C1CN(C1)CCCF)F)C=CC(=C2)C(=O)O 8-(2,4-difluorophenyl)-9-(3-fluoro-4-((1-(3-fluoropropyl)azetidin-3-ylidene)methyl)phenyl)-6,7-dihydro-5H-benzo[7]annulene-3-carboxylic acid